BrCC(=O)N(CCN)C(CBr)=O N,N-bis(bromoacetyl)-1,2-ethylenediamine